[Si](C)(C)(C(C)(C)C)OCC=O 2-[(tert-butyldimethylsilyl)oxy]acetaldehyde